1-(2-((2-(3-chloro-2-fluorobenzylamino)-2-oxoethyl)(cyclopropyl)amino)-2-oxoethyl)-5-(hydroxymethyl)-1H-indazole-3-carboxamide ClC=1C(=C(CNC(CN(C(CN2N=C(C3=CC(=CC=C23)CO)C(=O)N)=O)C2CC2)=O)C=CC1)F